C1(CC1)C=1N=NN(C1)[C@H](C(=O)N1[C@@H](C[C@H](C1)O)C(=O)NC1C(NCCC1C)=O)C(C)(C)C (2S,4r)-1-[(2S)-2-(4-cyclopropyl-triazol-1-yl)-3,3-dimethyl-butyryl]-4-hydroxy-N-(4-methyl-2-oxo-3-piperidinyl)pyrrolidine-2-carboxamide